NC1=CC=2C3(C4=CC=CC=C4C2C=C1)C1=CC=CC=C1C=1C=CC=CC13 2-amino(9,9-spirobifluorene)